4-((6,7-Dimethoxyquinolin-4-yl)oxy)cyclohexan-1-one COC=1C=C2C(=CC=NC2=CC1OC)OC1CCC(CC1)=O